((2S,5S)-9-(pyrimidin-4-ylethynyl)-2,3-dihydro-2,5-methanopyrido[3,4-f][1,4]oxazepin-4(5H)-yl)(4-(trifluoromethyl)bicyclo[2.2.1]heptan-1-yl)methanone N1=CN=C(C=C1)C#CC1=CN=CC=2[C@H]3N(C[C@@H](OC21)C3)C(=O)C32CCC(CC3)(C2)C(F)(F)F